O=C1NC(CCC1N1C(C2=CC=CC(=C2C1)NCC(=O)N1CCN(CC1)C1=CC=C(C(=O)N2CCC(CC2)CCCCNC(\C=C\C=2C=NC=CC2)=O)C=C1)=O)=O (E)-N-(4-(1-(4-(4-((2-(2,6-dioxopiperidin-3-yl)-1-oxoisoindoline-4-yl)aminoacetyl)piperazin-1-yl)benzoyl)piperidin-4-yl)butyl)-3-(pyridin-3-yl)acrylamide